3-(2-Oxa-7-azaspiro[4.4]non-7-yl)-1-oxa-8-azaspiro[4.5]decane-8-carboxylic acid tert-butyl ester C(C)(C)(C)OC(=O)N1CCC2(CC(CO2)N2CC3(CCOC3)CC2)CC1